C(N)(O)=O.[N+](=O)([O-])C1=C(C=C2CCCOC2=C1)NC(C)=O N-(7-nitrochroman-6-yl)acetamide carbamate